N,N'-bis-[4-(4-carbamimidoyl-piperazin-1-yl)-phenyl]-isophthalamide C(N)(=N)N1CCN(CC1)C1=CC=C(C=C1)NC(C1=CC(C(=O)NC2=CC=C(C=C2)N2CCN(CC2)C(N)=N)=CC=C1)=O